(4Z)-4-(6-Isoquinolylmethylene)-2-[[(1R)-1-(methoxymethyl)-3-methyl-butyl]amino]-1H-imidazol-5-one C1=NC=CC2=CC(=CC=C12)\C=C\1/N=C(NC1=O)N[C@H](CC(C)C)COC